BrC=1C(=NOC1C)C1[C@H]2CN(C[C@@H]12)C(=O)OC(C)(C)C tert-Butyl (1R,5S,6r)-6-(4-bromo-5-methylisoxazol-3-yl)-3-azabicyclo[3.1.0]hexane-3-carboxylate